FC1(CC1)CN1N=CC=2C1=CN=C(C2)C=O 1-((1-fluorocyclopropyl)methyl)-1H-pyrazolo[3,4-c]pyridine-5-carbaldehyde